Methyl (S)-2-(4-(2-((4-chloro-2-fluorobenzyl)oxy)pyrimidin-4-yl)-2,5-difluorobenzyl)-1-(4,4-dimethyltetrahydrofuran-3-yl)-4-fluoro-1H-benzo[d]imidazole-6-carboxylate ClC1=CC(=C(COC2=NC=CC(=N2)C2=CC(=C(CC3=NC4=C(N3[C@@H]3COCC3(C)C)C=C(C=C4F)C(=O)OC)C=C2F)F)C=C1)F